(3-Cyano-4-(2,8-difluoro-4-((R)-3-hydroxy-3-methylpiperidin-1-yl)-6-(trifluoromethyl)quinazolin-7-yl)benzo[b]thiophen-2-yl)carbamic acid tert-butyl ester C(C)(C)(C)OC(NC1=C(C2=C(S1)C=CC=C2C2=C(C=C1C(=NC(=NC1=C2F)F)N2C[C@](CCC2)(C)O)C(F)(F)F)C#N)=O